C(C)(C)(C)OC(=O)N1CC(C(CC1)(F)F)C1=CC(=NC=C1)C#N 3-(2-cyanopyridin-4-yl)-4,4-difluoropiperidine-1-carboxylic acid tert-butyl ester